2-bromo-4'-[(4-iodophenyl)carbamoyl]-[1,1'-biphenyl]-4-carboxylic acid methyl ester COC(=O)C1=CC(=C(C=C1)C1=CC=C(C=C1)C(NC1=CC=C(C=C1)I)=O)Br